NC=1C2=C(N=CN1)N(C=C2C=2C=C(CCC(=O)N)C=CC2)C2CC(C2)CN2CCC2 (3-(4-amino-7-((1s,3s)-3-(azetidin-1-ylmethyl)cyclobutyl)-7H-pyrrolo[2,3-d]pyrimidin-5-yl)benzyl)acetamide